3-(1-(2-Chlorophenyl)piperidin-2-yl)-1-phenyl-1H-pyrrole-2,5-dione ClC1=C(C=CC=C1)N1C(CCCC1)C=1C(N(C(C1)=O)C1=CC=CC=C1)=O